1-(4-hexyl-2,5-dimethoxy-phenyl)propan-2-amine C(CCCCC)C1=CC(=C(C=C1OC)CC(C)N)OC